N1C=C(C2=CC=CC=C12)C([C@H](C1=CC=CC=C1)NCCC1=CC=C(C(=O)N(C)C)C=C1)=O |r| (S)- and (R)-4-(2-((2-(1H-indol-3-yl)-2-oxo-1-phenyl-ethyl)amino)eth-yl)-N,N-dimethylbenzamide